C(C1=CC=CC=C1)N1B(NC2=C3C1=CC=CC3=CC=C2)C=2C(=C3CC1(C(C4=CC=CC=C4C1=O)=O)CC3=C(C2CCCCC)C)C (R)-5'-(1-benzyl-1H-naphtho[1,8-de][1,3,2]diazaborinin-2(3H)-yl)-4',7'-dimethyl-6'-pentyl-1',3'-dihydro-2,2'-spirobi[indene]-1,3-dione